2-[8-chloro-3-(methoxymethoxy)naphthalen-1-yl]-4,4,5,5-tetramethyl-1,3,2-dioxaborolane ClC=1C=CC=C2C=C(C=C(C12)B1OC(C(O1)(C)C)(C)C)OCOC